C(C)(C)(C)OC(=O)N1CC2=CC=C(C=C2CC1)NCCC(=O)O 3-{[2-(tert-butoxycarbonyl)-3,4-dihydro-1H-isoquinolin-6-yl]amino}propanoic acid